ClC1=C(C#N)C=CC(=C1)N1CC2(CC1C)CCN(CC2)C2=CC(=C(C=C2)C(=O)N2CCC(CC2)CN2CCN(CC2)C2=CC(=CC=C2)NC2C(NC(CC2)=O)=O)F 2-Chloro-4-(8-(4-(4-((4-(3-((2,6-dioxopiperidin-3-yl)amino)phenyl)piperazin-1-yl)methyl)piperidine-1-carbonyl)-3-fluorophenyl)-3-methyl-2,8-diazaspiro[4.5]decan-2-yl)benzonitrile